FCC1=C(C=CC(=C1)N)C1=C(C=C(N)C=C1)CF 2,2'-difluoromethyl-4,4'-benzidine